2-(4-chlorophenoxy)phenylhydrazine ClC1=CC=C(OC2=C(C=CC=C2)NN)C=C1